N[13C@@H]([13CH2][13C]1=[13CH][13CH]=[13C]([13CH]=[13CH]1)O)[13C](=O)O Tyrosine-13C9